2-((4-chlorobenzyl)oxy)-5-(5-(trifluoromethyl)-1H-pyrazol-3-yl)pyrimidin-4-ol Butylmethylphosphinat C(CCC)P(=O)(C)OC1=NC(=NC=C1C1=NNC(=C1)C(F)(F)F)OCC1=CC=C(C=C1)Cl